C(C(=C)C)(=O)OCC(CCCCCCCCCCCCCCCCCCCC)O tridecyl-2-hydroxynonyl methacrylate